NC1=CC=CC(=N1)S(=O)(=O)NC(=O)C=1C(=NC(=CC1)C1=CCCN(C1)C(NC(C)(C)C)=O)N1C(C[C@@H](C1)C)(C)C N-[(6-Amino-2-pyridyl)sulfonyl]-6-[1-(tert-butylcarbamoyl)-3,6-dihydro-2H-pyridin-5-yl]-2-[(4S)-2,2,4-trimethylpyrrolidin-1-yl]pyridin-3-carboxamid